ClC=1C(=C(C=CC1)NC1=C(NC2=C1C(NCC21CNC1)=O)C1=C(C=NC=C1)F)OC 3'-[(3-chloro-2-methoxyphenyl)amino]-2'-(3-fluoropyridin-4-yl)-5',6'-dihydro-1'H-spiro[azetidine-3,7'-pyrrolo[3,2-c]pyridin]-4'-one